1-(4-amino-[1,1'-biphenyl]-3-yl)ethan-1-one NC1=C(C=C(C=C1)C1=CC=CC=C1)C(C)=O